BrC=1C(=NC(=NC1COC)N)OC 5-bromo-4-methoxy-6-(methoxymethyl)pyrimidin-2-amine